3-(4-(5-((6-(3,5-dichlorophenyl)-4-((4-((3-methylureido)methyl)piperidin-1-yl)methyl)pyridin-2-yl)oxy)pyrimidin-2-yl)piperazin-1-yl)propanoic acid ClC=1C=C(C=C(C1)Cl)C1=CC(=CC(=N1)OC=1C=NC(=NC1)N1CCN(CC1)CCC(=O)O)CN1CCC(CC1)CNC(=O)NC